5-cyclopropyl-2-[4-methyl-7-[(3R)-1-methyl-3-piperidyl]-5,6-dihydropyrrolo[2,3-c]pyridazin-3-yl]phenol C1(CC1)C=1C=CC(=C(C1)O)C1=C(C2=C(N=N1)N(CC2)[C@H]2CN(CCC2)C)C